(R)-1-cyclopropylethyl (5-(4-bromophenyl)-3-methylisoxazol-4-yl)carbamate BrC1=CC=C(C=C1)C1=C(C(=NO1)C)NC(O[C@H](C)C1CC1)=O